3-oxo-2',3'-dihydrospiro[cyclohexane-1,1'-indene]-4-carboxylic acid ethyl ester C(C)OC(=O)C1C(CC2(CCC3=CC=CC=C23)CC1)=O